Cl.C(=O)C1=CC=2CNCCC2S1 2-FORMYL-4,5,6,7-TETRAHYDROTHIENO[3,2-C]PYRIDINE HYDROCHLORIDE